F[C@H]1[C@@H]2CCC[C@H](C[C@H]1OC1=CC=C(N=N1)C1=C(C=C3C=CN(C(C3=C1)=O)C)O)N2 7-(6-(((1S,2S,3R,5R)-2-fluoro-9-azabicyclo[3.3.1]nonan-3-yl)oxy)pyridazin-3-yl)-6-hydroxy-2-methylisoquinolin-1(2H)-one